ClC1=C(C=2N=C(N=C(C2C=N1)N1CC(CC(C1)(C)C)C(=O)N)OC[C@]12CCCN2C[C@@H](C1)F)F 1-(7-Chloro-8-fluoro-2-(((2R,7aS)-2-fluorotetrahydro-1H-pyrrolizin-7a(5H)-yl)methoxy)pyrido[4,3-d]pyrimidin-4-yl)-5,5-dimethylpiperidine-3-carboxamide